COC1=CC=C(CN(C=2C=CC=NC2)C=2OC(=CN2)C2=CC=C(C=C2)C(F)(F)F)C=C1 5-((4-methoxybenzyl)(5-(4-(trifluoromethyl)phenyl)oxazol-2-yl)amino)pyridine